1-(4-methoxyphenyl)-6-(4-nitrophenyl)-7-oxo-4,5,6,7-tetrahydro-1H-pyrazolo[3,4-c]pyridine-3-carboxylic acid COC1=CC=C(C=C1)N1N=C(C2=C1C(N(CC2)C2=CC=C(C=C2)[N+](=O)[O-])=O)C(=O)O